N-((3S,4S)-8-(6-((5-chloro-3-(2-methoxyethyl)-4-oxo-3,4-dihydroquinazolin-6-yl)thio)-1,2,4-triazin-3-yl)-3-methyl-2-oxa-8-azaspiro[4.5]decane-4-yl)-2-methylpropane-2-sulfinamide ClC1=C2C(N(C=NC2=CC=C1SC1=CN=C(N=N1)N1CCC2([C@@H]([C@@H](OC2)C)NS(=O)C(C)(C)C)CC1)CCOC)=O